di([1,1'-biphenyl]-3-yl)amine C1(=CC(=CC=C1)NC=1C=C(C=CC1)C1=CC=CC=C1)C1=CC=CC=C1